CC1N(CC=C(CC1)C1=C(C(=CC=2CCOC21)NC2=NC(=CC(=N2)C)NC)C)C(=O)OC(C)(C)C tert-butyl 2-methyl-5-[6-methyl-5-[[4-methyl-6-(methylamino)pyrimidin-2-yl]amino]-2,3-dihydrobenzofuran-7-yl]-2,3,4,7-tetrahydroazepine-1-carboxylate